(dimethylamide) zirconium (IV) [Zr+4].C[N-]C.C[N-]C.C[N-]C.C[N-]C